C(C)[C@H]1N(C[C@@H](NC1)C)C(C)C=1C=C2N=CC=NC2=CC1 (2S,5R)-5-ethyl-2-methyl-4-(1-(quinoxalin-6-yl)ethyl)piperazine